4-(4-Bromobenzo[d][1,3]dioxol-2-yl)-3-fluorobenzonitrile BrC1=CC=CC=2OC(OC21)C2=C(C=C(C#N)C=C2)F